2,α-Dimethyltryptamine CC1=C(CC(N)C)C2=CC=CC=C2N1